ethyl 4-fluoro-1-((2-methylpyridin-3-yl) methyl)-1H-pyrazole-3-carboxylate FC=1C(=NN(C1)CC=1C(=NC=CC1)C)C(=O)OCC